ClC=1C(=C(C=CC1)CC1N(CC(C1=NS(=O)C(C)(C)C)(F)F)C(=O)OC(C)(C)C)F tert-butyl 2-[(3-chloro-2-fluorophenyl)methyl]-4,4-difluoro-3-[(2-methylpropane-2-sulfinyl)imino]pyrrolidine-1-carboxylate